(R)-tert-Butyl (1-(1-methyl-2-(1-methyl-1H-indol-2-yl)-1H-benzo[d]imidazole-5-carbonyl)piperidin-3-yl)carbamate CN1C(=NC2=C1C=CC(=C2)C(=O)N2C[C@@H](CCC2)NC(OC(C)(C)C)=O)C=2N(C1=CC=CC=C1C2)C